propan-2-yl 1-[4-amino-6-(5-chloro-2-fluorophenyl)pyridazin-3-yl]azetidine-2-carboxylate NC1=C(N=NC(=C1)C1=C(C=CC(=C1)Cl)F)N1C(CC1)C(=O)OC(C)C